nickel-tungsten cobalt [Co].[W].[Ni]